(E)-1-(3-(3-chloro-2,4-dimethyl-6,7-dihydro-5H-pyrrolo[3,4-b]pyridine-6-carbonyl)bicyclo[1.1.1]pentan-1-yl)-3-(dimethylamino)prop-2-en-1-one ClC=1C(=C2C(=NC1C)CN(C2)C(=O)C21CC(C2)(C1)C(\C=C\N(C)C)=O)C